sodium (2R)-2-[(1S)-1,2-dihydroxyethyl]-4-hydroxyl-5-oxo-2H-furan-3-olate O[C@@H](CO)[C@H]1OC(C(=C1[O-])O)=O.[Na+]